1-cyclopropyl-5-bromo-3-((4-methoxy-3-(piperazin-1-yl)phenyl)sulfonyl)-1H-indole C1(CC1)N1C=C(C2=CC(=CC=C12)Br)S(=O)(=O)C1=CC(=C(C=C1)OC)N1CCNCC1